Cl.CN(C)CCCCCN=C=N 2-(dimethylaminopropyl)-ethyl-carbodiimide hydrochloride